N-((1-(2,2-difluoroethyl)-3,5-diisopropyl-1H-pyrazol-4-yl)carbamoyl)-6-methoxy-6,7-dihydro-5H-pyrazolo[5,1-b][1,3]oxazine-3-sulfonamide FC(CN1N=C(C(=C1C(C)C)NC(=O)NS(=O)(=O)C=1C=NN2C1OCC(C2)OC)C(C)C)F